2-Chloro-N-(2,4-dimethoxybenzyl)-4-(3-(dimethylamino)-3-(3-(trifluoromethyl)-phenethyl)piperidin-1-yl)-6-methyl-N-(pyrimidin-4-yl)benzenesulfonamide ClC1=C(C(=CC(=C1)N1CC(CCC1)(CCC1=CC(=CC=C1)C(F)(F)F)N(C)C)C)S(=O)(=O)N(C1=NC=NC=C1)CC1=C(C=C(C=C1)OC)OC